C(C)(C)(C)OC(=O)N1CCC(C1)OC(C1=CC=C(C=C1)[N+](=O)[O-])=O 4-(4-nitrobenzoyl)oxy-pyrrolidine-1-carboxylic acid tert-butyl ester